tert-butyl (Z)-4-(2-(4-cyclopropyl-1-(2,6-dichlorophenyl)-1H-pyrazol-5-yl)vinyl)piperidine-1-carboxylate C1(CC1)C=1C=NN(C1\C=C/C1CCN(CC1)C(=O)OC(C)(C)C)C1=C(C=CC=C1Cl)Cl